(S)-2-(4-(7-chloropyrazolo[1,5-a]pyridin-2-yl)-6,7-dihydro-1H-imidazo[4,5-c]pyridin-5(4H)-yl)-5-(pyridin-2-yl)-1,3,4-oxadiazole ClC1=CC=CC=2N1N=C(C2)[C@H]2N(CCC1=C2N=CN1)C=1OC(=NN1)C1=NC=CC=C1